FC=1C=C([O-])C=CC1F.[Li+] lithium 3,4-difluorophenoxide